(cyclobutylmethyl)({2-[(4-{imidazo[1,5-a]pyridin-8-yl}-1H-1,2,3-triazol-1-yl)methyl]imidazo[1,2-a]pyridin-6-yl}methyl)amine C1(CCC1)CNCC=1C=CC=2N(C1)C=C(N2)CN2N=NC(=C2)C=2C=1N(C=CC2)C=NC1